[N+](=O)([O-])C=1C=C(C(=O)N[C@@H]2CCCC=3C4=CC=CC=C4C=CC23)C=C(C1)[N+](=O)[O-] (R,R)-1-(3,5-Dinitrobenzamido)-1,2,3,4-Tetrahydrophenanthren